(R)-tert-butyl-3-(2-(N,N-bis(4-methoxybenzyl)sulfamoyl)-4-iodo-3-(2-(4-methoxybenzyl)-2H-tetrazol-5-yl)phenylthio)-2-(tert-butyldimethylsilyloxy)propylcarbamate C(C)(C)(C)OC(NC[C@H](CSC1=C(C(=C(C=C1)I)C=1N=NN(N1)CC1=CC=C(C=C1)OC)S(N(CC1=CC=C(C=C1)OC)CC1=CC=C(C=C1)OC)(=O)=O)O[Si](C)(C)C(C)(C)C)=O